CN1C(N(C2=NC(=NC=C12)NC1=CC=2C(=NSN2)C=C1C)C1CCC2(CC2)CC1)=O 7-methyl-2-((6-methylbenzo[c][1,2,5]thiadiazol-5-yl)amino)-9-(spiro[2.5]octan-6-yl)-7,9-dihydro-8H-purin-8-one